O1C(=CC=C1C=1N=NN(C1)C1=CC(=C(C(=O)O)C=C1)C(F)(F)F)C=1N=NN(C1)C1=CC(=C(C(=O)O)C=C1)C(F)(F)F 4,4'-(furan-2,5-diylbis(1H-1,2,3-triazole-4,1-diyl))bis(2-(trifluoromethyl)benzoic Acid)